(S)-tert-butyl 4-(5-(1-(4-chloro-2-fluorophenyl)ethoxy)-1H-pyrazol-1-yl)piperidine-1-carboxylate ClC1=CC(=C(C=C1)[C@H](C)OC1=CC=NN1C1CCN(CC1)C(=O)OC(C)(C)C)F